2-((3-(((3S,4S)-4-hydroxytetrahydrofuran-3-yl)oxy)-1-(methyl-d3)-1H-pyrazol-4-yl)amino)-7-((S)-1-methoxypropane-2-yl)-7H-pyrrolo[2,3-d]pyrimidine-6-carbonitrile O[C@@H]1[C@H](COC1)OC1=NN(C=C1NC=1N=CC2=C(N1)N(C(=C2)C#N)[C@H](COC)C)C([2H])([2H])[2H]